C1(=CC=CC=C1)C(=CCCCC#N)C1=CC=CC=C1 6,6-diphenylhex-5-enenitrile